4-acetyl-2,6-difluoro-N,N-dimethylbenzamide C(C)(=O)C1=CC(=C(C(=O)N(C)C)C(=C1)F)F